ClC1=NC=C(C(=N1)C1=NC=2N(C=C1)N=CC2)Cl 5-(2,5-dichloropyrimidin-4-yl)pyrazolo[1,5-a]pyrimidine